(2,5-difluoro-4-methoxyphenyl)acetic acid ethyl ester C(C)OC(CC1=C(C=C(C(=C1)F)OC)F)=O